COC=1C=C(CN2C(N(C3=CC=C(C=C3C2=O)OC(C#N)C)C2CCS(CC2)(=O)=O)=O)C=CC1OC 2-{[3-(3,4-dimethoxybenzyl)-1-(1,1-dioxidotetrahydro-2H-thiopyran-4-yl)-2,4-dioxo-1,2,3,4-tetrahydroquinazolin-6-yl]oxy}propanenitrile